6-(1-(3-(1H-1,2,3-triazol-1-yl)propanoyl)piperidin-3-yl)-7-fluoro-4-(2-methoxyphenyl)-1H-indole-2-carboxylic acid N1(N=NC=C1)CCC(=O)N1CC(CCC1)C1=CC(=C2C=C(NC2=C1F)C(=O)O)C1=C(C=CC=C1)OC